(R)-5-(2-chloro-5-(hydroxymethyl)pyridin-3-yl)-2-(1-(3-methoxyphenyl)ethyl)-7-((2-(methylamino)-1H-imidazol-1-yl)methyl)isoquinolin-1(2H)-one ClC1=NC=C(C=C1C1=C2C=CN(C(C2=CC(=C1)CN1C(=NC=C1)NC)=O)[C@H](C)C1=CC(=CC=C1)OC)CO